C(C)(C)(C)OC(=O)N1CCC2(CCC2C2=C(C=C(C=C2)C)C)CC1 (2,4-dimethylphenyl)-7-azaspiro[3.5]nonane-7-carboxylic acid tert-butyl ester